C(C)C1NCC2=CC=CC=C12 ethyl-isoindoline